N1[C@@H](CCN1)C(=O)O delta-azaproline